(2S)-5-oxo-2-[(1-oxohexadecyl)amino]hexanoic acid O=C(CC[C@@H](C(=O)O)NC(CCCCCCCCCCCCCCC)=O)C